C([C@H](O)C1=CC=CC=C1)(=O)[O-] (R)-Mandelate